5-nitropicolinate [N+](=O)([O-])C=1C=CC(=NC1)C(=O)[O-]